ClCCNCCC[Si](OC)(OC)OC N-(beta-chloroethyl)-gamma-aminopropyltrimethoxysilane